Imidazolelactic acid C1=CN(C=N1)CC(C(=O)O)O